ClC1=CC=C(C=C1)C#CCOC1=C(C=C(C=C1)CCNC([C@H](C(C)C)NS(=O)(=O)C)=O)OC (2S)-N-[2-[4-[[3-(4-chlorophenyl)-2-propynyl]oxy]-3-methoxyphenyl]ethyl]-3-methyl-2-[(methylsulphonyl)amino]butanamide